COC(CC[C@@H](C(=O)O)NC(=O)C1=CC=C(NCC2=CN=C3N=C(N)NC(=O)C3=N2)C=C1)=O Methylfolate